CN(C(=O)[C@@H]1N(C(C2=CC=CC=C12)=O)C1=NC(=CC(=C1)C(F)(F)F)C)C=1C=C(C=CC1)C (R)-N-methyl-2-(6-methyl-4-(trifluoromethyl)pyridin-2-yl)-3-oxo-N-(m-tolyl)isoindoline-1-carboxamide